C1(=CC=CC=C1)C1=NC(=NC(=N1)C1=CC=CC=C1)C=1C=C(C=C(C1)N1C2=CC=CC=C2C=2C=C(C=CC12)N1C2=C(C3=CC=CC=C13)C=CN=C2)N2C1=CC=CC=C1C=1C=C(C=CC21)N2C1=C(C3=CC=CC=C23)C=CN=C1 9,9'-((5-(4,6-diphenyl-1,3,5-triazin-2-yl)-1,3-phenylene)bis(9H-carbazole-9,3-diyl))bis(9H-pyrido[3,4-b]indole)